[2-(5-Ethylpyridin-2-yl)ethoxy]-6-methoxy-2-(3-trifluoromethyl-benzyl)-3,4-dihydroisoquinolin-1(2H)-one C(C)C=1C=CC(=NC1)CCOC1N(C(C2=CC=C(C=C2C1)OC)=O)CC1=CC(=CC=C1)C(F)(F)F